ClC1=CC=2N(C=C1C1CCN(CC1)S(=O)(=O)C1=CN=C(S1)C)N=CN2 5-((4-(7-chloro-[1,2,4]triazolo[1,5-a]pyridin-6-yl)piperidin-1-yl)sulfonyl)-2-methylthiazole